4-[2-(dimethylamino)ethoxy]-2-methyl-N-(quinolin-5-yl)benzamide CN(CCOC1=CC(=C(C(=O)NC2=C3C=CC=NC3=CC=C2)C=C1)C)C